(R)-N-((S)-1'-(6-amino-5-((2-amino-3-chloropyridin-4-yl)thio)pyrazin-2-yl)-1,3-dihydrospiro[indene-2,4'-piperidin]-1-yl)-2-methylpropane-2-sulfinamide NC1=C(N=CC(=N1)N1CCC2(CC1)[C@@H](C1=CC=CC=C1C2)N[S@](=O)C(C)(C)C)SC2=C(C(=NC=C2)N)Cl